2-[6-[[4-(trifluoromethyl)pyrazol-1-yl]methyl]-2-azaspiro[3.3]heptane-2-carbonyl]-2,5-diazaspiro[3.4]octan-6-one phthalate C(C=1C(C(=O)O)=CC=CC1)(=O)O.FC(C=1C=NN(C1)CC1CC2(CN(C2)C(=O)N2CC3(C2)NC(CC3)=O)C1)(F)F